C(C)C1(CCC1)C1=NC=C2C=NC(=NN21)SC 7-(1-ethylcyclobutyl)-2-(methylsulfanyl)imidazo[4,3-f][1,2,4]triazine